Cl.N[C@H](C)C1=C(O[C@H](CNC(OC(C)(C)C)=O)C)C=CC(=C1)F tert-butyl ((S)-2-(2-((R)-1-aminoethyl)-4-fluorophenoxy)propyl)carbamate hydrochloride